2-(1-acryloyl-4-(2-(3-(dimethylamino)azetidin-1-yl)-7-(7-fluoro-3,4-dihydroquinolin-1(2H)-yl)-5,6,7,8-tetrahydroquinazolin-4-yl)piperazin-2-yl)acetonitrile C(C=C)(=O)N1C(CN(CC1)C1=NC(=NC=2CC(CCC12)N1CCCC2=CC=C(C=C12)F)N1CC(C1)N(C)C)CC#N